CC=1NC2=CC=CC=C2C1CCNC(OC(C)(C)C)=O tert-butyl (2-(2-methyl-1H-indol-3-yl)ethyl)carbamate